1-[2-[4-(4-fluoro-2-methoxy-phenyl)-1-(1,2,3,4-tetrahydroisoquinolin-6-yl)-6,7-dihydro-5H-cyclopenta[c]pyridin-3-yl]-6,7-dihydro-4H-thiazolo[5,4-c]pyridin-5-yl]prop-2-en-1-one FC1=CC(=C(C=C1)C=1C2=C(C(=NC1C=1SC=3CN(CCC3N1)C(C=C)=O)C=1C=C3CCNCC3=CC1)CCC2)OC